C(C)N1C2=C(N3[C@@H](CC1)CNCC3)N=CC(=C2)C(F)(F)F (S)-5-ethyl-3-(trifluoromethyl)-6,7,7a,8,10,11-hexahydropyrazino[1,2-d]pyrido[3,2-b][1,4]diazepin